O1C(=NC2=C1C=CC=C2)NC2=NC1=C(N2C)C=CC(=C1)C(=O)NCC(C)O 2-(benzo[d]oxazol-2-yl-amino)-N-(2-hydroxy-propyl)-1-methyl-1H-benzo[d]imidazole-5-carboxamide